N=1N=C(NC1)C=1C=C(C=CC1)[C@H](NC(=O)[C@H]1N(C[C@@H](C1)F)C(C)=O)C1=NC(=C(C=C1)C(C)C)F (2S,4R)-N-((S)-(3-(4H-1,2,4-triazol-3-yl)phenyl)(6-fluoro-5-isopropylpyridin-2-yl)methyl)-1-acetyl-4-fluoropyrrolidine-2-carboxamide